ClC=1C=C(NC2(CCC3(C(CC4=CC=CC=C34)CCCOC3=C(C=NC=C3)C(F)(F)F)CC2)C(=O)O)C=CC1 (1r,4r)-4-(3-chloroanilino)-2'-(3-{[3-(trifluoromethyl)pyridin-4-yl]oxy}propyl)-2',3'-dihydrospiro[cyclohexane-1,1'-indene]-4-carboxylic acid